(S)-alpha-methyl-benzyl-amine C[C@@H](C1=CC=CC=C1)N